C(C1=CC=CC=C1)OC(=O)C=1N(C=CC1C1=CC(=CC(=C1)OC)[C@@H](C)N)CC [3-[(1R)-1-aminoethyl]-5-methoxy-phenyl]-1-ethyl-pyrrole-2-carboxylic acid benzyl ester